FC1=CC(=C(OC=2N=NC(=C(C2C(=O)O)OC)C(F)(F)F)C=C1)C 3-(4-fluoro-2-methyl-phenoxy)-5-methoxy-6-(trifluoromethyl)pyridazine-4-carboxylic acid